Cl.C(C)C=1C=C(C=C(C1)C1=CC=CC=C1)S(=O)(=O)C1=CC=C(S1)CN (5-((5-Ethyl-[1,1'-biphenyl]-3-yl)sulfonyl)thiophen-2-yl)methanamine hydrochloride